ONC(CCCCCCC(=O)NC1=CC=2CCCC(C2C=C1)=O)=O N1-hydroxy-N8-(5-oxo-5,6,7,8-tetrahydronaphthalen-2-yl)octanediamide